C(C)C1=NC(=CC(=C1NC(CC1=CC(=CC=C1)F)=O)NC)NCC1=CC=C(C=C1)F N-[2-Ethylmethylamino-6-(4-fluoro-benzylamino)-pyridin-3-yl]-2-(3-fluoro-phenyl)-acetamide